CC=1C=CC2=C(N(C(=N2)C2=CC=C(C=C2)[N+](=O)[O-])CC2=CC=CC=C2)C1 6-Methyl-2-(4-nitrophenyl)-1-benzyl-1H-benzo[d]imidazole